6-chloro-2-fluoro-3-methylsulfinyl-pyridine ClC1=CC=C(C(=N1)F)S(=O)C